C[C@@H](CC)[C@@H]1NC(N(C1=O)C1CC2(CC(C2)OC2=NC=CC=C2C(=O)N)C1)=O 2-{[(αR)-6-[(4S)-4-[(2S)-butan-2-yl]-2,5-dioxoimidazolidin-1-yl]spiro-[3.3]heptan-2-yl]-oxy}pyridine-3-carboxamide